ClC1=C(C=CC=C1)C(C=1N(C2=CC=CC=C2C1C1=CC=CC=C1)S(=O)(=O)C1=CC=C(C)C=C1)P(C1=CC=CC=C1)(C1=CC=CC=C1)=O ((2-chlorophenyl)(3-phenyl-1-p-toluenesulfonyl-1H-indolyl)methyl)diphenylphosphine oxide